ClC1=CC(=C(C(=N1)O)C(C)=O)OC 1-(6-chloro-2-hydroxy-4-methoxypyridin-3-yl)ethane-1-one